C(C)(C)(C)OC(=O)N1C(OCC1C=O)(C)C.IC([2H])([2H])[2H] Iodomethane-d3 tert-Butyl-4-formyl-2,2-dimethyloxazolidine-3-carboxylate